methyl trans-4-[(2-aminoanilino)methyl]cyclohexanecarboxylate NC1=C(NC[C@@H]2CC[C@H](CC2)C(=O)OC)C=CC=C1